C(=O)O.C(#N)CN1N=C(C(=C1)C1=CN=C2N1C=CN=C2NC2=CC(=C(C(=O)N[C@@H](C(N1CCNCC1)=O)C)C=C2)C)C(F)(F)F 4-[[3-[1-(cyanomethyl)-3-(trifluoromethyl)pyrazol-4-yl]imidazo[1,2-a]pyrazin-8-yl]amino]-2-methyl-N-[(1R)-1-methyl-2-oxo-2-piperazin-1-yl-ethyl]benzamide formate